4-[5-(2-aminoethyl)pyridin-2-yl]-3-(2-methyl-5-phenylpyrazol-3-yl)oxybenzonitrile NCCC=1C=CC(=NC1)C1=C(C=C(C#N)C=C1)OC=1N(N=C(C1)C1=CC=CC=C1)C